The molecule is a straight chain alkane composed of 4 carbon atoms. It has a role as a food propellant and a refrigerant. It is a gas molecular entity and an alkane. CCCC